[Ir].C(C)(=O)C(C(C)=O)(C(C)=O)C(C)=O triacetyl-acetone iridium